FC=1C(=C(C=C(C1)F)C1CCC(CC1)OCC1=NC=CC=C1NC(OC(C)(C)C)=O)O tert-butyl (2-((((1s,4s)-4-(3,5-difluoro-2-hydroxyphenyl)cyclohexyl)oxy)methyl)pyridin-3-yl)carbamate